2-(methoxymethyl)pyrrole COCC=1NC=CC1